(1S,3S)-3-((2-ethyl-6-(1-methyl-5-((2-oxo-5-propylpyridin-1(2H)-yl)methyl)-1H-1,2,3-triazol-4-yl)pyridin-3-yl)oxy)cyclohexanecarboxylic acid C(C)C1=NC(=CC=C1O[C@@H]1C[C@H](CCC1)C(=O)O)C=1N=NN(C1CN1C(C=CC(=C1)CCC)=O)C